FC=1C=C(C=C(C1)CN1C(C2=CC=C(C=C2C=C1)C=1C(=NOC1)C)=O)NC(C1=NC=CC=C1)=O N-(3-Fluoro-5-((6-(3-methylisoxazol-4-yl)-1-oxoisoquinolin-2(1H)-yl)methyl)phenyl)picolinamide